N-[(7S)-1'-(7-bromo-6-methyl-pyrazolo[1,5-a]pyrazin-4-yl)-3-methyl-spiro[5,7-dihydrocyclopenta[c]pyridine-6,4'-piperidine]-7-yl]-2-methyl-propane-2-sulfinamide BrC1=C(N=C(C=2N1N=CC2)N2CCC1(CC2)CC2=C(C=NC(=C2)C)[C@H]1NS(=O)C(C)(C)C)C